BrC=1SC=C(N1)C1=C(C(/C(/C1)=N/O)O)C (E)-4-(2-bromothiazol-4-yl)-2-hydroxy-3-methylcyclopent-3-en-1-one oxime